5-(1-(3,5-Dichloropyridin-4-yl)ethoxy)-N-(1-(2-(Pyrrolidin-1-yl)ethyl)-1H-Pyrazol-4-yl)-1H-Indazol-3-Carboxamid ClC=1C=NC=C(C1C(C)OC=1C=C2C(=NNC2=CC1)C(=O)NC=1C=NN(C1)CCN1CCCC1)Cl